CC1=C(OCC(CNCC(C)N)O)C=CC=C1 N-(3-(2-methylphenoxy)-2-hydroxy-1-propyl)-1,2-propanediamine